1-(4-toluenesulfonyl)piperazine CC1=CC=C(C=C1)S(=O)(=O)N1CCNCC1